ClC1=C(C=C(C(=O)N(C)C2=CC=3OC(C(=CC3S2)C(=O)O)=O)C=C1)OC 2-(4-chloro-3-methoxy-N-methylbenzamido)-5-oxo-5H-thieno[3,2-b]pyran-6-carboxylic acid